(1,4-dimethyl-6,7-dihydro-5H-cyclopenta[c]pyridin-6-yl)methanol CC1=NC=C(C2=C1CC(C2)CO)C